OC(CCCCCCCCCCCCCC(=O)O)CCCCCCCC 15-Hydroxy-tricosanoic acid